5-chloro-6-fluoro-4-(8-fluoro-2-(((2R,7aS)-2-fluorohexahydro-1H-pyrrolizin-7a-yl)methoxy)-4-(6-(hydroxymethyl)-1,4-oxazepan-4-yl)pyrido[4,3-d]pyrimidin-7-yl)naphthalen-2-ol ClC1=C2C(=CC(=CC2=CC=C1F)O)C1=C(C=2N=C(N=C(C2C=N1)N1CCOCC(C1)CO)OC[C@]12CCCN2C[C@@H](C1)F)F